3-(piperidin-4-yl)-1,2,4-oxadiazole N1CCC(CC1)C1=NOC=N1